C(C)[C@]1(CC[C@@]2([C@H]3CC[C@@]4([C@H](CC[C@H]4[C@@H]3CC[C@@H]2C1)[C@H](C)[C@@H](C)O)C)C)O (3R,5R,8R,9S,10S,13S,14S,17R)-3-ethyl-17-((2S,3R)-3-hydroxybutan-2-yl)-10,13-dimethylhexadecahydro-1H-cyclopenta[a]phenanthren-3-ol